CN(C1=CC(CCC1)=O)C 3-(dimethylamino)cyclohex-2-en-1-one